4-((2-(1H-pyrazol-4-yl)ethyl)amino)-5,6-dimethyl-N-(1-(pyridin-2-yl)cyclobutyl)pyrimidine-2-carboxamide N1N=CC(=C1)CCNC1=NC(=NC(=C1C)C)C(=O)NC1(CCC1)C1=NC=CC=C1